CC1=CC(=NC=C1C#N)N1N=CC(=C1)CN1C[C@H](N(CC1)S(=O)(=O)C)C=1C(=C2COC(C2=CC1)=O)C (R)-4-methyl-6-(4-((3-(4-methyl-1-oxo-1,3-dihydroisobenzofuran-5-yl)-4-(methylsulfonyl)piperazin-1-yl)methyl)-1H-pyrazol-1-yl)nicotinonitrile